BrC=1C=C(CC2=NN=CN2C2=CC=CC=C2)C=C(C1)F 3-(3-bromo-5-fluorobenzyl)-4-phenyl-4H-1,2,4-triazole